4-methylcholestan-8(14),24-diene-3β-ol CC1C2CCC3=C4CC[C@H]([C@@H](CCC=C(C)C)C)[C@]4(CC[C@@H]3[C@]2(CC[C@@H]1O)C)C